(2S,3S,4S)-N-(5-chloro-2,4-difluorophenyl)-3,4-dihydroxy-1-(6-methyl-4-(trifluoromethyl)pyridin-2-yl)-5-oxo-N-(3-(pyrrolidin-1-yl)propyl)pyrrolidine-2-carboxamide ClC=1C(=CC(=C(C1)N(C(=O)[C@H]1N(C([C@H]([C@H]1O)O)=O)C1=NC(=CC(=C1)C(F)(F)F)C)CCCN1CCCC1)F)F